2-fluorobutanoic acid FC(C(=O)O)CC